2-(2-methoxy-3-pyridinyl)-5-[(6-methyl-1H-benzimidazol-2-yl)methyl]pyrrolo[3,2-c]pyridine COC1=NC=CC=C1C1=CC2=CN(C=CC2=N1)CC1=NC2=C(N1)C=C(C=C2)C